C(C=C)N1N=CC2=CC(=CC=C12)OC 1-Allyl-5-methoxy-1H-indazol